5-hydroxy-3-methyl-2-azabicyclo[2.2.1]Heptane-2-carboxylic acid tert-butyl ester C(C)(C)(C)OC(=O)N1C2CC(C(C1C)C2)O